sodium deuterio formate C(=O)O[2H].[Na]